C(N)(OCCCC(C)=O)=O (3-oxo butyl)-methyl carbamate